3-methyl-1,3-dihydro-2H-imidazo[4,5-b]pyrazin-2-one CN1C(NC2=NC=CN=C21)=O